(3R,6S,9aS)-3,6-diisobutyl-8-(1-methylpiperidin-4-yl)-1-((E)-3-(5-(trifluoromethyl)pyridin-2-yl)acryloyl)tetrahydropyrazino[2,1-c][1,2,4]oxadiazine C(C(C)C)[C@@H]1CN2C(N(O1)C(\C=C\C1=NC=C(C=C1)C(F)(F)F)=O)=CN(C[C@@H]2CC(C)C)C2CCN(CC2)C